NC1(CCN(CC1)C1=C(C=C(C=C1)C(F)(F)F)NC(=O)C=1OC(=CC1)C1=CC=NC=C1)C N-(2-(4-amino-4-methylpiperidin-1-yl)-5-(trifluoromethyl)phenyl)-5-(pyridin-4-yl)furan-2-carboxamide